O[C@@]1(CC[C@@H]2[C@H]3CC[C@]4(C(C3CCC2C1)[C@H]1[C@@H]([C@@H]4C(CN4N=CN=N4)=O)CCC1)C)C ((2R,4aS,4bR,6aS,7S,7aS,8aR,8bR,8cR,10aR)-2-hydroxy-2,6a-dimethyloctadecahydrocyclopenta[4,5]cyclopenta[1,2-a]phenanthren-7-yl)-2-(2H-tetrazol-2-yl)ethan-1-one